2-(5-azaspiro[2.4]heptan-5-yl)-8-(1-hydroxyethyl)-3,6-dimethylquinazolin-4-one C1CC12CN(CC2)C2=NC1=C(C=C(C=C1C(N2C)=O)C)C(C)O